COC(OC)[SiH2]C=C dimethoxymethyl-vinyl-silane